CC1N(CCC2C3=CC=CC=C3N=C12)C(=O)OC(C)(C)C methyl-2-tert-Butoxycarbonyl-tetrahydro-beta-carboline